aluminum titanium chromium nickel tantalum [Ta].[Ni].[Cr].[Ti].[Al]